cesium methyl anthracenedisulfonate C=1(C(=CC=C2C=C3C=CC=CC3=CC12)S(=O)(=O)[O-])S(=O)(=O)OC.[Cs+]